C1(CC1)S(=O)(=O)NC=1SC=C(N1)C(C(=O)NC1=CC=C(C=N1)C=1C=NC=C(C1)OCC)(CC)CC 2-(2-(cyclopropanesulfonamido)thiazol-4-yl)-N-(5'-ethoxy-[3,3'-bipyridin]-6-yl)-2-ethylbutanamide